C(C)(C)(C)C=1C=C(CP(O)(O)=O)C=C(C1O)C(C)(C)C.C(C)OC1=C(C=CC(=C1C)O)C(C)=O 1-(2-ethoxy-4-hydroxy-3-methylphenyl)ethane-1-one 3,5-di-t-butyl-4-hydroxybenzylphosphonate